3,6-dimethyl-8-((S)-1-((2-((S)-S-methylsulfonimidoyl)phenyl)amino)ethyl)-2-morpholinoquinazolin-4(3H)-one CN1C(=NC2=C(C=C(C=C2C1=O)C)[C@H](C)NC1=C(C=CC=C1)[S@](=O)(=N)C)N1CCOCC1